3-(6-(tert-butoxycarbonyl)pyridin-3-yl)propanoic acid C(C)(C)(C)OC(=O)C1=CC=C(C=N1)CCC(=O)O